N-[(2R)-1-[[(1S)-1-(4-chlorophenyl)-2-hydroxyethyl]-[(2,4-dimethoxyphenyl)methyl]amino]propan-2-yl]-4-nitrobenzenesulfonamide ClC1=CC=C(C=C1)[C@@H](CO)N(C[C@@H](C)NS(=O)(=O)C1=CC=C(C=C1)[N+](=O)[O-])CC1=C(C=C(C=C1)OC)OC